N-(5-cyclopropyl-1H-pyrazol-3-yl)-2-[(3S)-3-(methylaminomethyl)-1-piperidyl]pyrimidin-4-amine C1(CC1)C1=CC(=NN1)NC1=NC(=NC=C1)N1C[C@@H](CCC1)CNC